FC(C=1N=C(OC1C(=O)N1[C@H](C2=C(CC1)NC=N2)C2=NN1C(C=CC(=C1)C(F)(F)F)=C2)C(C)(C)O)F (R)-(4-(difluoromethyl)-2-(2-hydroxypropan-2-yl)oxazol-5-yl)(4-(6-(trifluoromethyl)pyrazolo[1,5-a]pyridin-2-yl)-6,7-dihydro-1H-imidazo[4,5-c]pyridin-5(4H)-yl)methanone